Methyl-Glucose Trioleate C(CCCCCCC\C=C/CCCCCCCC)(=O)O.C(CCCCCCC\C=C/CCCCCCCC)(=O)O.C(CCCCCCC\C=C/CCCCCCCC)(=O)O.CC(=O)[C@H](O)[C@@H](O)[C@H](O)[C@H](O)CO